4-chloro-6-(methoxymethyl)pyrimidin-2-amine ClC1=NC(=NC(=C1)COC)N